BrC1=CC=C2C(=N1)N(C=C2)C2=NC=C(C(=N2)OC)CC(F)F 6-bromo-N-[5-(2,2-difluoroethyl)-4-methoxy-pyrimidin-2-yl]-1H-pyrrolo[2,3-b]pyridine